BrC1=CC2=C(OCO2)C=C1Br 5,6-dibromobenzo[d][1,3]Dioxolane